FC(CN1N=C(N=C1)CC1CC2(CN(C2)C(=O)N2C[C@@H]3[C@@H](OCC(N3)=O)CC2)C1)(F)F (4aR,8aS)-6-[6-[[1-(2,2,2-trifluoroethyl)-1,2,4-triazol-3-yl]methyl]-2-azaspiro[3.3]heptane-2-carbonyl]-4,4a,5,7,8,8a-hexahydropyrido[4,3-b][1,4]oxazin-3-one